C1(CC1)CN1C(=CC=2C1=NC(=CC2)F)C(=O)OC(C)(C)C Tert-butyl 1-(cyclopropylmethyl)-6-fluoro-1H-pyrrolo[2,3-b]pyridine-2-carboxylate